chloro-(methyl)magnesium Cl[Mg]C